COC([C@@H](NC(CNC(=O)C=1N=C(SC1)C1=CC=C(C=C1)NC(=O)OC(C)(C)C)=O)CO)=O (2-(4-((tert-Butoxycarbonyl)amino)phenyl)thiazole-4-carbonyl)glycylserine methyl ester